Thallium bromid [Br-].[Tl+]